C(C)(C)(C)OC(=O)N1C[C@H]([C@@H](C1)COC=1C=C2C(NCC2=CC1)=O)C1=CC=C(C=C1)Br.C(C)O[SiH2]F |r| ethoxyfluorosilane (+/-)-trans-tert-butyl-3-(4-bromophenyl)-4-{[(3-oxoisoindolin-5-yl)oxy]methyl}pyrrolidine-1-carboxylate